OC[C@H]1N(C[C@@H]([C@H]([C@@H]1O)O)O)C[C@@H]1CN(CC1)C1=C(C=CC=C1)C (2R,3R,4R,5S)-2-(hydroxymethyl)-1-(((R)-1-(o-tolyl)pyrrolidin-3-yl)methyl)piperidine-3,4,5-triol